2-(3-fluoropyridin-2-yl)indol FC=1C(=NC=CC1)C=1NC2=CC=CC=C2C1